FC=1C=CC=2C3=C(NC(C2C1)=O)COCC3NCC(C)C 8-fluoro-1-(isobutylamino)-1,5-dihydro-2H-pyrano[3,4-c]isoquinolin-6(4H)-one